trans-dimethyl-(4-(2-p-tolyl-vinyl)-benzyl)-amine CN(CC1=CC=C(C=C1)\C=C\C1=CC=C(C=C1)C)C